C(C)(C)(C)OC(N[C@H]1CSC2=C(NC1=O)C=C(C(=C2)F)C#N)=O N-[(3R)-7-cyano-8-fluoro-4-keto-3,5-dihydro-2H-1,5-benzothiazepin-3-yl]carbamic acid tert-butyl ester